C(CCC)[C@]1(NS(C2=C(N(C1)C1=CC=CC=C1)C=C(C(=C2)O\C=C(\C(=O)O)/F)N(C)C)(=O)=O)CC (R)-(Z)-3-((3-butyl-7-(dimethylamino)-3-ethyl-1,1-dioxido-5-phenyl-2,3,4,5-tetrahydro-1,2,5-benzothiadiazepin-8-yl)oxy)-2-fluoroacrylic acid